ClC1=C(C=C(C=C1)NC(=O)N1C2CC(CC1C2)C)[C@H]2[C@@H](CC2)C(F)F N-(4-chloro-3-((1R,2R)-2-(difluoromethyl)cyclobutyl)phenyl)-3-methyl-6-azabicyclo[3.1.1]heptane-6-carboxamide